ClC1=CN=C(C(=N1)NC(OC(C)(C)C)=O)F tert-butyl (6-chloro-3-fluoropyrazin-2-yl)carbamate